C(CCCCCCC\C=C/C\C=C/CCCCC)C1(OC[C@@H](O1)CCN(C)C)CCCCCCCC\C=C/C\C=C/CCCCC 2-((S)-2,2-di((9Z,12Z)-octadeca-9,12-dien-1-yl)-1,3-dioxolan-4-yl)-N,N-dimethylethane-1-amine